1,3-bis(1,1-DIMETHYLETHYL)-4,5-dimethyl-(4R,5R)-1,3,2-diazastannolidin CC(C)(C)N1[SnH2]N([C@@H]([C@H]1C)C)C(C)(C)C